NC1=C(C2=C(CN(CC2)C(=O)OC(C)(C)C)S1)C(N)=O tert-butyl 2-amino-3-carbamoyl-4,7-dihydrothieno[2,3-c]pyridine-6(5H)-carboxylate